2,2-dimethoxypentane COC(C)(CCC)OC